(2S,4R)-1-[(2S)-2-(4-cyclopropyltriazol-1-yl)-3,3-dimethyl-butanoyl]-N-[3-(5-fluoro-1-methyl-benzimidazol-2-yl)propyl]-4-hydroxy-pyrrolidine-2-carboxamide C1(CC1)C=1N=NN(C1)[C@H](C(=O)N1[C@@H](C[C@H](C1)O)C(=O)NCCCC1=NC2=C(N1C)C=CC(=C2)F)C(C)(C)C